(4-isopropyl-3,5-dimethoxyphenyl)(phenyl)sulfane C(C)(C)C1=C(C=C(C=C1OC)SC1=CC=CC=C1)OC